9,10-bis(2-methylphenoxy)anthracene CC1=C(OC=2C3=CC=CC=C3C(=C3C=CC=CC23)OC2=C(C=CC=C2)C)C=CC=C1